N-(2-methyl-5-morpholin-4-ylmethyl-phenyl)-4-[5-methylsulfanyl-4-(4-trifluoromethoxy-phenyl)-pyrimidin-2-ylamino]-benzamide CC1=C(C=C(C=C1)CN1CCOCC1)NC(C1=CC=C(C=C1)NC1=NC=C(C(=N1)C1=CC=C(C=C1)OC(F)(F)F)SC)=O